(6-carbonyl-5-(2-(trifluoromethyl)cyclopropyl)-1,6-dihydropyridazin-3-yl)pyrimidine-2,4(1h,3h)-dione C(=O)=C1C(=CC(=NN1)N1C(NC(C=C1)=O)=O)C1C(C1)C(F)(F)F